benzyl-8-chloro-5'-fluoro-4-(3-methoxyphenyl)-2'-oxo-4H-spiro[cyclopenta[c]benzopyran-1,3'-indoline]-2-carbonitrile C(C1=CC=CC=C1)N1C(C2(C3=CC(=CC=C13)F)C(=CC=1C(OC3=C(C12)C=C(C=C3)Cl)C3=CC(=CC=C3)OC)C#N)=O